(α-ethoxyvinyl)tributyl-tin C(C)OC=C[Sn](CCCC)(CCCC)CCCC